1-(4-(2-fluoropyridin-3-yl)phenyl)-3-(4-methoxyphenyl)-7-((2,2,2-trifluoroethyl)amino)-3,4-dihydropyrimido[4,5-d]pyrimidin-2(1H)-one FC1=NC=CC=C1C1=CC=C(C=C1)N1C(N(CC=2C1=NC(=NC2)NCC(F)(F)F)C2=CC=C(C=C2)OC)=O